(Z)-5-(4-Methylpyridin-3-yl)-3-(1-((6-morpholinopyridin-3-yl)amino)ethylidene)-1H-pyrrolo[2,3-c]pyridin-2(3H)-one CC1=C(C=NC=C1)C=1C=C/2C(=CN1)NC(\C2=C(\C)/NC=2C=NC(=CC2)N2CCOCC2)=O